N-[(2S)-butan-2-yl]-8-methoxy-7-[3-(pyrrolidin-1-yl)propoxy]-1H,2H,3H-cyclopenta[c]quinolin-4-amine formate C(=O)O.C[C@@H](CC)NC1=NC=2C=C(C(=CC2C2=C1CCC2)OC)OCCCN2CCCC2